(1RS,3SR)-5'-Bromo-4'-chloro-3-(4-ethyl-1H-pyrazol-1-yl)-1',2'-dihydrospiro[cyclopentane-1,3'-pyrrolo[2,3-b]pyridine] BrC=1C(=C2C(=NC1)NC[C@]21C[C@H](CC1)N1N=CC(=C1)CC)Cl |r|